C(C)(C)C=1C(=NNC1C=1C=C(C=2N(C1)N=CN2)C)C2CCC(CC2)N(C(=O)C2CN(C2)C(=O)[O-])C 3-((4-(4-isopropyl-5-(8-methyl-[1,2,4]triazolo[1,5-a]pyridin-6-yl)-1H-pyrazol-3-yl)cyclohexyl) (methyl)carbamoyl)azetidine-1-carboxylate